The molecule is a tetrasaccharide comprising four D-mannose residues joined by beta(1->2) linkages. It has a role as an epitope. It is a (1->2)-beta-D-mannooligosaccharide and a mannotetraose. C([C@@H]1[C@H]([C@@H]([C@@H]([C@@H](O1)O[C@H]2[C@H]([C@@H]([C@H](O[C@H]2O[C@H]3[C@H]([C@@H]([C@H](O[C@H]3O[C@H]4[C@H]([C@@H]([C@H](OC4O)CO)O)O)CO)O)O)CO)O)O)O)O)O)O